CC=1N=C(SC1C(=O)O)NC(C[C@H](CCCNC)NC1=NC=CC2=CC=C(C=C12)C1=NOC(=N1)C)=O (S)-4-methyl-2-(3-((7-(5-methyl-1,2,4-oxadiazol-3-yl)isoquinolin-1-yl)amino)-6-(methylamino)hexanamido)thiazole-5-carboxylic acid